C(N)(=O)C1=NN(C=C1C=1C=C2C=NC(=NC2=CC1)NC)CC(=O)O (3-carbamoyl-4-(2-(methylamino)quinazolin-6-yl)-1H-pyrazol-1-yl)acetic acid